C1(=CC=CC=C1)S(=O)(=O)C1=NC=CC=N1 2-(benzenesulfonyl)pyrimidine